FC=1C=C(C=CC1F)C1CC(NCC1)=O 4-(3,4-difluorophenyl)piperidin-2-one